FC(C=1C=C(CNC2=NC3=CC=CC=C3C(=N2)NCCO)C=CC1)(F)F 2-((2-((3-(trifluoromethyl)benzyl)amino)quinazolin-4-yl)amino)ethan-1-ol